CC1(OB(OC1(C)C)C1=CC=C2C=CC(=CC2=C1)C(=O)OC)C methyl 7-(4,4,5,5-tetramethyl-1,3,2-dioxaborolan-2-yl)-2-naphthoate